(1S)-1,7,7-trimethylbicyclo[2.2.1]heptan-2-yl 2-methylpropanoate CC(C(=O)OC1[C@]2(CCC(C1)C2(C)C)C)C